(R)-2-bromo-6-(4-(1-methoxy-2-propyl)-4H-1,2,4-triazol-3-yl)pyridine BrC1=NC(=CC=C1)C1=NN=CN1[C@@H](COC)C